FC1=C(C=CC(=C1)C1=C2C(=NC=C1)NC(=N2)C=2C=NN(C2)C)[C@@H]2[C@@H](CC2)NC(C#CC)=O N-((1R,2R)-2-(2-Fluoro-4-(2-(1-methyl-1H-pyrazol-4-yl)-3H-imidazo[4,5-b]pyridin-7-yl)phenyl)cyclobutyl)but-2-ynamide